rac-(5s,7r)-2-bromo-7-((tert-butyldimethylsilyl)oxy)-5-(3-chloropyridin-2-yl)-6,7-dihydro-5H-pyrrolo[1,2-b][1,2,4]triazole BrC=1N=C2N(N1)[C@@H](C[C@H]2O[Si](C)(C)C(C)(C)C)C2=NC=CC=C2Cl |r|